2-(pent-4-yn-1-yloxy)oxirane C(CCC#C)OC1OC1